6-(4-methoxyphenoxy)-5-methyl-2-phenyl-3-(piperidin-1-yl)pyrazolo[1,5-a]pyrimidin-7(4H)-one COC1=CC=C(OC2=C(NC=3N(C2=O)N=C(C3N3CCCCC3)C3=CC=CC=C3)C)C=C1